sodium tertiary butanol C(C)(C)(C)O.[Na]